C1(CC1)C1=NC(=CC(=C1)C(=O)N1CC=2N=C(SC2C1)C(=O)N1CCC(CC1)S(=O)(=O)N)OCC1CCOCC1 1-[5-[2-Cyclopropyl-6-(oxan-4-ylmethoxy)pyridin-4-carbonyl]-4,6-dihydropyrrolo[3,4-d][1,3]thiazol-2-carbonyl]piperidin-4-sulfonamid